CSC=1C=C(C=CC1)C1=NNC(=C1O)C 3-(3-(methylthio)phenyl)-5-methyl-pyrazol-4-ol